(2S,3R,4R,5R)-4-(aminomethyl)-3-(3-chloro-2-fluorophenyl)-4-(4-chloro-2-fluorophenyl)-5-neopentylpyrrolidine-2-carboxylic acid tert-butyl ester C(C)(C)(C)OC(=O)[C@H]1N[C@@H]([C@]([C@@H]1C1=C(C(=CC=C1)Cl)F)(C1=C(C=C(C=C1)Cl)F)CN)CC(C)(C)C